(5Z)-5-(bromomethyl)-3-(2-methylsulfonylethyl)-1-methylimidazole BrCC1=CN(CN1C)CCS(=O)(=O)C